BrC=1C=C(C2=CC=CC=C2C1)C(=O)N 3-bromo-1-naphthamide